6-bromo-3-nitropyridin-2-amine BrC1=CC=C(C(=N1)N)[N+](=O)[O-]